O1C(=CC=C1)C(=O)OC(CCCCCCCNC1=CC=C(C=C1)C(C(F)(F)F)(C(F)(F)F)F)OC(=O)C=1OC=CC1 4-(perfluoroprop-2-yl)anilineoctanediol difuranate